ethyl 2-cyclopropyl-4-(hydroxymethyl)thiazole-5-carboxylate C1(CC1)C=1SC(=C(N1)CO)C(=O)OCC